ClC1=C(CC2=C(OCCN3CCOCC3)C(=CC(=C2)C)C)C=CC=C1 (2-(2-(2-Chlorobenzyl)-4,6-dimethylphenoxy)ethyl)morpholine